2-(4-(diphenylamino)phenyl)-4,6-diphenylpyrylium tetrafluoroborate F[B-](F)(F)F.C1(=CC=CC=C1)N(C1=CC=C(C=C1)C1=[O+]C(=CC(=C1)C1=CC=CC=C1)C1=CC=CC=C1)C1=CC=CC=C1